(3-(9,10-Bis(naphthalen-2-yl)anthracen-2-yl)phenyl)diisobutylphosphine oxide C1=C(C=CC2=CC=CC=C12)C=1C2=CC=CC=C2C(=C2C=CC(=CC12)C=1C=C(C=CC1)P(CC(C)C)(CC(C)C)=O)C1=CC2=CC=CC=C2C=C1